C1=CC=CC=2C3=CC=CC=C3C(C12)CCC(=O)NCCC(=O)N1C2=C(C#CC3=C(C1)C=CC=C3)C=CC=C2 (9H-fluoren-9-yl)methyl-N-[3-(11,12-didehydrodibenz[b,f]azocin-5(6H)-yl)-3-oxopropyl]acetamide